9-[6-(cyclohexyloxy)pyridin-3-yl]-3,4-dihydropyrido[2,1-c][1,2,4]thiadiazine 2,2-dioxide C1(CCCCC1)OC1=CC=C(C=N1)C1=CC=CN2C1=NS(CC2)(=O)=O